C1(=CC=CC=C1)C=1C=C(C=2N(C1)C=C(N2)C=2C=C(C#N)C=CC2)C2=CC=CC=C2 3-(6,8-diphenylimidazo[1,2-a]pyridin-2-yl)benzonitrile